N-(2-(4-acetylpiperazine-1-yl)-4-methoxy-5-((6-((R)-3-(6-methylpyridine-3-yl)isoxazolidine-2-yl)pyrimidine-4-yl)amino)phenyl)acrylamide C(C)(=O)N1CCN(CC1)C1=C(C=C(C(=C1)OC)NC1=NC=NC(=C1)N1OCC[C@@H]1C=1C=NC(=CC1)C)NC(C=C)=O